(3R,7S)-2-(3,4-Dichlorobenzoyl)-9-((S)-1-(4-(difluoromethoxy)phenyl)ethyl)-7-(hydroxymethyl)-3-methyl-1,2,3,4,8,9-hexahydropyrido[4',3':3,4]pyrazolo[1,5-a]pyrazin-10(7H)-one ClC=1C=C(C(=O)N2CC=3C(=NN4C3C(N(C[C@H]4CO)[C@@H](C)C4=CC=C(C=C4)OC(F)F)=O)C[C@H]2C)C=CC1Cl